C(=O)([O-])[C@H](O)[C@@H](O)C(=O)[O-] (+)-L-Tartrate